CC(C[C@@H](CC1=NC2=CC=CC=C2C=C1)NC(C)=O)C (S)-N-(4-methyl-1-(quinolin-2-yl)pentan-2-yl)acetamide